(S)-4-fluoro-1-((6-methoxypyridin-2-yl)methyl)-N-(5-methyl-4-oxo-2,3,4,5-tetrahydrobenzo[b][1,4]oxazepin-3-yl)-1H-pyrazole-3-carboxamide FC=1C(=NN(C1)CC1=NC(=CC=C1)OC)C(=O)N[C@@H]1C(N(C2=C(OC1)C=CC=C2)C)=O